C(#N)C=1C=C(COC=2C(=C3CCCC3=C(C2)OCC=2C(=C(C=CC2)C2=CC=CC=C2)C)CN2[C@@H](C[C@H](C2)O)C(=O)O)C=CC1 (2S,4R)-1-((5-((3-cyanobenzyl)oxy)-7-((2-methyl-[1,1'-biphenyl]-3-yl)methoxy)-2,3-dihydro-1H-inden-4-yl)methyl)-4-hydroxypyrrolidine-2-carboxylic acid